(Z)-4-((5-chloro-1-ethyl-3,3-dimethyl-3H-indol-1-ium-2-yl)methylene)-2-(((Z)-5-chloro-1-ethyl-3,3-dimethylindolin-2-ylidene)methyl)-3-(dicyanomethylene)cyclobut-1-en-1-olate ClC=1C=C2C(C(=[N+](C2=CC1)CC)\C=C/1\C(C(=C1[O-])\C=C\1/N(C2=CC=C(C=C2C1(C)C)Cl)CC)=C(C#N)C#N)(C)C